8-(1-Ethyl-1H-pyrazol-4-yl)-7-methoxy-3-methyl-1-pyridin-4-yl-1,3-dihydro-imidazo[4,5-c]quinolin-2-one C(C)N1N=CC(=C1)C1=CC=2C3=C(C=NC2C=C1OC)N(C(N3C3=CC=NC=C3)=O)C